((R)-1-((S)-3-(oxazol-2-yl)-2-(pyrazine-2-carboxamido)propanamido)-4-phenyl-butyl)boronic acid O1C(=NC=C1)C[C@@H](C(=O)N[C@@H](CCCC1=CC=CC=C1)B(O)O)NC(=O)C1=NC=CN=C1